(RS)-5-Chloro-pyridine-2-carboxylic acid (4-pyrrolidin-3-yl-phenyl)-amide hydrochloride Cl.N1C[C@H](CC1)C1=CC=C(C=C1)NC(=O)C1=NC=C(C=C1)Cl |r|